6-(cyclobutylamino)-N-(2-hydroxy-3-{1H,2H,3H,4H,9H-pyrido[3,4-b]indol-2-yl}propyl)-2-(4-methylpiperazin-1-yl)pyrimidine-4-carboxamide C1(CCC1)NC1=CC(=NC(=N1)N1CCN(CC1)C)C(=O)NCC(CN1CC=2NC3=CC=CC=C3C2CC1)O